C(C)OC(=O)C=1C(N(C2=NC=CC=C2C1O)CCN1CCOCC1)=O 4-hydroxy-1-(2-morpholinylethyl)-2-oxo-1,8-naphthyridine-3-carboxylic acid ethyl ester